[F-].C(CC)[N+]1=C(C=CC=C1)CCCC 1-propyl-2-butylpyridinium fluoride salt